(difluoromethoxy)-N-ethyl-5-methoxyaniline FC(ON(C1=CC=CC(=C1)OC)CC)F